C1NC(N2C1COCC2)=O hexahydro-3H-imidazo[5,1-c][1,4]oxazin-3-one